O1CCC2=C1C=C(C=C2)CN2CC(NCC2)C2=C(C=CC=C2)C(C)C 1-((2,3-dihydrobenzofuran-6-yl)methyl)-3-(2-isopropylphenyl)piperazine